hex-5-ene CCCCC=C